CC=1C(=NC(=C(C(=O)O)C1C1CC1)CCCCCOC(C1=CC=CC=C1)=O)Cl methyl-2-(5-(benzoyloxy)pentyl)-6-chloro-4-cyclopropylnicotinic acid